ClC1=C(C=CC=C1)S(=O)(=O)NC1=C(C=C(C=C1)C=1C=C2C=NC(=NC2=C(C1)CC)NC1CCC(CC1)NC)F 2-chloro-N-(4-(8-ethyl-2-(((1r,4r)-4-(methylamino)-cyclohexyl)amino)-quinazolin-6-yl)-2-fluorophenyl)-benzenesulfonamide